(trans)-2,6-dichloro-4-(4-(4-hydroxycyclohexylamino)-7H-pyrrolo[2,3-D]pyrimidin-5-yl)phenol ClC1=C(C(=CC(=C1)C1=CNC=2N=CN=C(C21)N[C@@H]2CC[C@H](CC2)O)Cl)O